7-((5-(2-(hydroxymeth-yl)morpholino)pyridin-2-yl)amino)-4-(imidazo[1,2-a]pyrazin-3-yl)isoindolin-1-one OCC1OCCN(C1)C=1C=CC(=NC1)NC=1C=CC(=C2CNC(C12)=O)C1=CN=C2N1C=CN=C2